FC(CC1(CNCCC1)NC(=O)C=1C(=NN2C1C=C(C=C2)OCC2=NC=CC=C2)C)F N-[3-(2,2-difluoroethyl)piperidin-3-yl]-2-methyl-5-[(pyridin-2-yl)methoxy]pyrazolo[1,5-a]pyridine-3-carboxamide